Cl.N1CC(CCC1)N piperidin-3-ylamine hydrochloric acid salt